BrC=1C=C2C(=NC1)N(C(=C2C(C2=C(C(=CC=C2F)NS(N(C)CC)(=O)=O)F)=O)C2=CC=CC=C2CC2=NC(OC2)=O)C(C2=C(C=CC=C2Cl)Cl)=O 5-bromo-1-(2,6-dichlorobenzoyl)-3-[3-[[ethyl-(methyl)sulfamoyl]amino]-2,6-difluoro-benzoyl]pyrrolo[2,3-b]pyridineBenzyl-oxazolinone